FC1=CC=C(C=C1)N1CCC2=C1N=C(N=C2NC)NC21CC(C2)(C1)N1C=NC(=C1)C 7-(4-Fluorophenyl)-N4-methyl-N2-[3-(4-methylimidazol-1-yl)-1-bicyclo[1.1.1]pentanyl]-5,6-dihydropyrrolo[2,3-d]pyrimidin-2,4-diamin